6-(2-Chloro-3,4-difluorophenyl)-5-(ethoxycarbonyl)-2-(thiazol-2-yl)-3,6-dihydropyrimidin ClC1=C(C=CC(=C1F)F)C1C(=CNC(=N1)C=1SC=CN1)C(=O)OCC